tert-Butyl 2-((5-cyclopropyl-3-(3,5-divinylpyridin-4-yl)isoxazol-4-yl)methylene)-7-azaspiro[3.5]nonane-7-carboxylate C1(CC1)C1=C(C(=NO1)C1=C(C=NC=C1C=C)C=C)C=C1CC2(C1)CCN(CC2)C(=O)OC(C)(C)C